O[C@@H]1CC2=CC[C@H]3[C@@H]4CC[C@H](C(C)=O)[C@]4(CC[C@@H]3[C@]2(CC1)C)C 3β-hydroxy-5-pregnen-20-one